FC(OC=1C=C(C=CC1)C1=NN(C=2C[C@@H](CC(C12)(F)F)C(=O)N[C@@]1(CS(CC1)(=O)=O)C)C1CCOCC1)F (S)-3-(3-(difluoromethoxy)phenyl)-4,4-difluoro-N-((S)-3-methyl-1,1-dioxidotetrahydrothiophen-3-yl)-1-(tetrahydro-2H-pyran-4-yl)-4,5,6,7-tetrahydro-1H-indazole-6-carboxamide